9-(2'-octyldodecanoyloxy)nonan-1-ol C(CCCCCCC)C(C(=O)OCCCCCCCCCO)CCCCCCCCCC